ClC1=NC=CC=C1SC1=NC2=CC=C(C=C2C=C1)N1C(OC2=C(C1=O)N=CC=C2OC)=S 3-(2-((2-chloropyridin-3-yl)thio)quinolin-6-yl)-8-methoxy-2-thioxo-2,3-dihydro-4H-pyrido[2,3-e][1,3]oxazin-4-one